CC(C(=O)O)(CCCC=C)C 2,2-dimethyl-6-heptenoic acid